CN1C(=NN=C1)[C@H](C=1C=C(C=CC1)N1C(C2=CC(=CC(=C2C1)C(F)(F)F)CNC1(CCC1)C)=O)C1COC1 (S)-2-(3-((4-methyl-4H-1,2,4-triazol-3-yl)(oxetan-3-yl)methyl)phenyl)-6-(((1-methylcyclobutyl)amino)methyl)-4-(trifluoromethyl)isoindolin-1-one